ClC1=C(C=CC(=C1)C1=NC(=NO1)C1=CC=C(CN2CCC(CC2)(C(=O)O)C)C=C1)C1=CC=CC=C1 1-{4-[5-(2-Chlorobiphenyl-4-yl)-[1,2,4]-oxadiazol-3-yl]benzyl}-4-methylpiperidine-4-carboxylic acid